C(C)(C)(C)N1C[C@H]([C@@H](C1)C1=CC=CC=C1)C(=O)N[C@@H]1C[C@H](C1)OC=1C=NC(=CC1)C |r| tert-Butyl-(±)-trans-4-phenyl-N-[trans-3-[(6-methylpyridin-3-yl)oxy]cyclobutyl]pyrrolidine-3-carboxamide